C(C1=CC=CC=C1)OC1=CC2=C(N(C(=N2)C2=C(C=CC=C2)O)CC2=CC=C(C=C2)F)C=C1 5-(Benzyloxy)-1-(4-fluorobenzyl)-2-(2-hydroxyphenyl)-1H-Benzo[d]imidazole